9-chloro-3,4-dihydrobenzo-1,4-thiazepin-5(2H)-one ClC1=CC=CC=2C(NCCSC21)=O